4-(N-hydroxycarbamimidoyl)benzoic acid ONC(=N)C1=CC=C(C(=O)O)C=C1